C(C)(C)(C)OC(=O)N1N=CC2=CC=C(C=C12)[C@@H]1C[C@@]12C(N(C1=CC=C(C=C21)OC)CC)=O 6-[(1R,2S)-1'-ethyl-5'-methoxy-2'-oxospiro[cyclopropan-1,3'-indol]-2-yl]indazole-1-carboxylic acid tert-butyl ester